(R)-3-azidopropane-1,2-diol N(=[N+]=[N-])C[C@H](CO)O